C(C1=CC=CC=C1)(=O)CCCCCCC(=O)N 7-benzoyl-enanthamide